BrC=1C(=NN(C1)C1(C(CCC1)=O)C)C 2-(4-bromo-3-methyl-pyrazol-1-yl)-2-methyl-cyclopentanone